[3-(4-fluorophenyl)-5-methyl-triazol-4-yl]methanol FC1=CC=C(C=C1)N1N=NC(=C1CO)C